N[C@@H](CN1C(N(C(C=C1)=O)CC1=C(C=CC=C1)C(=O)O)=O)C(=O)O (S)-1-(2-Amino-2-carboxyethyl)-3-(2-carboxybenzyl)pyrimidine-2,4-dione